2-(3-cyclohexylprop-2-yn-1-yl)-6-methyl-1,3,6,2-dioxazaborocan-4,8-dione C1(CCCCC1)C#CCB1OC(CN(CC(O1)=O)C)=O